BrC=1C=CC2=C(C(=C(O2)CCC)CO)C1 (5-bromo-2-propylbenzofuran-3-yl)methanol